COCCOCCN1N=C(C2=CC=CC=C12)N 1-(2-(2-Methoxyethoxy)ethyl)-1H-indazol-3-amine